4-(3-([11C]-methoxymethyl)pyridin-2-yl)piperazine [11CH3]OCC=1C(=NC=CC1)N1CCNCC1